N1CCC[C@@]12CNCC2 (R)-1,7-diazaspiro[4.4]nonane